tert-butyl (4-(4-(((3R,4R)-1-(2-cyanoacetyl)-4-methylpiperidin-3-yl)(methyl)amino)-7H-pyrrolo[2,3-d]pyrimidine-7-carboxamido)butyl)(methyl)carbamate C(#N)CC(=O)N1C[C@@H]([C@@H](CC1)C)N(C=1C2=C(N=CN1)N(C=C2)C(=O)NCCCCN(C(OC(C)(C)C)=O)C)C